Trimethyl-4,13-dioxo-3,14-dioxa-5,12-diazahexadecan-1,16-diyl-bis(2-methylacrylat) CC(COC(NCCCCCCNC(OCC(C=C(C(=O)[O-])C)(C)C)=O)=O)C=C(C(=O)[O-])C